C1(CCC1)CNCC=1C=CC=2N(C1)C=C(N2)CNC(=O)C=2C=C1C(=NC2)N(C=C1)C N-[(6-{[(cyclobutylmethyl)amino]methyl}imidazo[1,2-a]pyridin-2-yl)methyl]-1-methyl-1H-pyrrolo[2,3-b]pyridine-5-carboxamide